CC1=NNC(=C1C1=CC=C(C=C1)NC([C@H](C1CCC(CC1)C)NC(=O)C1=CC=NN1C=C)=O)C N-((1S)-2-((4-(3,5-dimethyl-1H-pyrazol-4-yl)phenyl)amino)-1-(4-methylcyclohexyl)-2-oxoethyl)-1-vinyl-1H-pyrazole-5-carboxamide